6,7-dibutyl-2-naphthalenesulfonic acid C(CCC)C=1C=C2C=CC(=CC2=CC1CCCC)S(=O)(=O)O